CN1C(=NC2=C1C=C(C=C2C)C2CCN(CC2)C2CCN(CCC2)C2CCOCC2)C2=CC=C(C=C2)S(=O)(=O)C 1,4-dimethyl-2-(4-(methyl-sulfonyl)phenyl)-6-(1-(1-(tetrahydro-2H-pyran-4-yl)azepan-4-yl)piperidin-4-yl)-1H-benzo[d]imidazole